OC=1OC2=C(C=C(C=C2C(C1C)=O)C)[C@@H](C)NC1=C(C=C(C=C1)C)C=1C=CC2=C(C=NOB2O)C1 2-hydroxy-8-[(1R)-1-[2-(1-hydroxy-2,3,1-benzoxazaborinin-6-yl)-4-methyl-anilino]ethyl]-3,6-dimethyl-chromen-4-one